C1(=CC=CC=C1)C1C(=C(C1)C1=CC=CC=C1)C1=CC=CC=C1 triphenylcyclobutene